ClC1=CC(=C(C=C1)C1=NC(=NC2=C1N=C(N(C2=O)C)C)N2CC(N(CC2)CC(F)(F)F)C=2C=NN(C2)C)F 8-(4-chloro-2-fluorophenyl)-2,3-dimethyl-6-(3-(1-methyl-1H-pyrazol-4-yl)-4-(2,2,2-trifluoroethyl)piperazin-1-yl)pyrimido[5,4-d]pyrimidin-4(3H)-one